(S)-4,4-Difluoro-1-(2-((S)-3-(chinolin-4-ylamino)pyrrolidin-1-yl)acetyl)pyrrolidin-2-carbonitril FC1(C[C@H](N(C1)C(CN1C[C@H](CC1)NC1=CC=NC2=CC=CC=C12)=O)C#N)F